2-(9-(4-fluorophenyl)-6-oxaspiro[4.5]decan-9-yl)-N-(2-(pyridin-4-yl)benzyl)ethylamine monobenzoate C(C1=CC=CC=C1)(=O)O.FC1=CC=C(C=C1)C1(CCOC2(CCCC2)C1)CCNCC1=C(C=CC=C1)C1=CC=NC=C1